N(=[N+]=[N-])CCOCCOCCOCCOCCOCCOCCOCC 23-azido-3,6,9,12,15,18,21-heptaoxatricosane